FC(C(C(F)(F)F)OC(=O)N1CCN(CC1)CC1=C(OC(C(=O)O)(C)C)C=C(C=C1)C)(F)F 2-(2-((4-(((1,1,1,3,3,3-Hexafluoropropan-2-yl)oxy)carbonyl)piperazin-1-yl)methyl)-5-methylphenoxy)-2-methylpropanoic acid